C(C)(C)(C)OC(=O)NC=1C=C(C=CC1)C=1SC=C(N1)C(=O)N[C@@H](CO)C(=O)N[C@@H](CO[Si](C1=CC=CC=C1)(C1=CC=CC=C1)C(C)(C)C)C(=O)OC methyl N-((2-(3-((tert-butoxycarbonyl)amino)phenyl)thiazole-4-carbonyl)-L-seryl)-O-(tert-butyldiphenylsilyl)-L-serinate